4-bromo-7-benzyloxy-2,3-dihydro-1-indenone BrC1=C2CCC(C2=C(C=C1)OCC1=CC=CC=C1)=O